NC=1C=2N(C3=CC(=C(C=C3N1)C)C(=O)N([C@@H]1COC3=NC(=CC=C31)C(F)(F)F)C=3C=NN(C3)C)C=NC2 (S)-4-amino-7-methyl-N-(1-methyl-1H-pyrazol-4-yl)-N-(6-(trifluoromethyl)-2,3-dihydrofuro[2,3-b]pyridin-3-yl)imidazo[1,5-a]quinoxaline-8-carboxamide